ClC1=CC=C(C=C1)C1=NN=C(C2=CC=CC=C12)N[C@H]1CN(C[C@H](C1)F)C 4-(4-chlorophenyl)-N-((3R,5S)-5-fluoro-1-methylpiperidin-3-yl)phthalazin-1-amine